6-cyclopropoxy-N-(pyrazolo[1,5-a]pyrimidin-3-yl)-2H-indazole-5-carboxamide C1(CC1)OC=1C(=CC2=CNN=C2C1)C(=O)NC=1C=NN2C1N=CC=C2